N-[4-[[2-amino-3-(2-oxa-6-azaspiro[3.3]heptan-6-ylmethyl)-4-Pyridyl]oxy]-3-fluoro-phenyl]-1-phenyl-5-(trifluoromethyl)pyrazole-4-carboxamide NC1=NC=CC(=C1CN1CC2(COC2)C1)OC1=C(C=C(C=C1)NC(=O)C=1C=NN(C1C(F)(F)F)C1=CC=CC=C1)F